(3,5-dimethylphenyl)magnesium bromide CC=1C=C(C=C(C1)C)[Mg]Br